tert-butyl 7-(4-((4-([1,2,4]triazolo[1,5-a]pyridin-7-yloxy)-3-chloro-2-fluorophenyl)amino)pyrido[3,2-d]pyrimidin-6-yl)-4,7-diazaspiro[2.5]octane-4-carboxylate N=1C=NN2C1C=C(C=C2)OC2=C(C(=C(C=C2)NC=2C1=C(N=CN2)C=CC(=N1)N1CCN(C2(CC2)C1)C(=O)OC(C)(C)C)F)Cl